C1(C(C(C(C1([2H])[2H])([2H])[2H])([2H])[2H])([2H])[2H])C=O cyclopentane-2,2,3,3,4,4,5,5-d8-1-carbaldehyde